(E)-N'-(1-(furan-2-yl)ethylidene)hydrazinecarbothiohydrazide O1C(=CC=C1)\C(\C)=N\NC(=S)NN